C1(CCC1)CN[C@H]1CN(CCC1)C1=CC=C(N=N1)C(CC)NC(=O)C=1N=C2N(C(C1)=O)C=CC=C2 N-(1-(6-((R)-3-((cyclobutylmethyl)amino)piperidin-1-yl)pyridazin-3-yl)propyl)-4-oxo-4H-pyrido[1,2-a]pyrimidine-2-carboxamide